N[C@H](C(=O)O)CC1=CN=CN1 (2S)-2-amino-3-(1H-imidazol-5-yl)propanoic acid